(tert-Butoxycarbonyl-methyl-amino)-propionic acid benzyl ester C(C1=CC=CC=C1)OC(C(C)N(C)C(=O)OC(C)(C)C)=O